tert-butyl 2,2-dimethyl-3-((1-methyl-4-nitro-1H-pyrazol-3-yl)oxy)azetidine-1-carboxylate CC1(N(CC1OC1=NN(C=C1[N+](=O)[O-])C)C(=O)OC(C)(C)C)C